4-(4-acryloyl-2-methylpiperazin-1-yl)-6-cyclopropyl-1-(2-isopropyl-4-methylpyridin-3-yl)-7-(8-methylnaphthalen-1-yl)pyrido[2,3-d]pyrimidin-2(1H)-one C(C=C)(=O)N1CC(N(CC1)C=1C2=C(N(C(N1)=O)C=1C(=NC=CC1C)C(C)C)N=C(C(=C2)C2CC2)C2=CC=CC1=CC=CC(=C21)C)C